C(#N)C=1C(=NC(=NC1)NC)C1=C(N=C(S1)NC(=O)NC1=CC(=C(C=C1)CN1CCOCC1)C(F)(F)F)C 1-(5-(5-Cyano-2-(methylamino)pyrimidin-4-yl)-4-methylthiazol-2-yl)-3-(4-(morpholinomethyl)-3-(trifluoromethyl)phenyl)urea